5-bromo-2-fluoro-N-((4-(1-methyl-4-(trifluoromethyl)-1H-imidazol-2-yl)benzoyl)oxy)benzimidamide BrC=1C=CC(=C(C(NOC(C2=CC=C(C=C2)C=2N(C=C(N2)C(F)(F)F)C)=O)=N)C1)F